FC1(CN(CCC1)C(=O)C1=CC(=NC2=C(C=CC=C12)C(F)(F)F)NC1=CC2=C(C=N1)N(C(N2[C@H]2C[C@@H](CC2)NC(OC)=O)=O)C([2H])([2H])[2H])F Methyl ((1R,3R)-3-(6-((4-(3,3-difluoropiperidine-1-carbonyl)-8-(trifluoromethyl)quinolin-2-yl)amino)-3-(methyl-d3)-2-oxo-2,3-dihydro-1H-imidazo[4,5-c]pyridin-1-yl)cyclopentyl)carbamate